tert-butyl 4-[1-(2,6-dioxo-3-piperidyl)-5-fluoro-indolin-4-yl]piperazine-1-carboxylate O=C1NC(CCC1N1CCC2=C(C(=CC=C12)F)N1CCN(CC1)C(=O)OC(C)(C)C)=O